CC(CN=C=O)(CC(CCN=C=O)C)C 2,2,4-tri-methyl-hexamethylene diisocyanate